[2,2'-bipyridyl]-5-ylboronic acid N1=C(C=CC(=C1)B(O)O)C1=NC=CC=C1